C(C1=CC=CC=C1)(C1=CC=CC=C1)=NC(C(=O)OC)C1=C2C(=CN=N1)C=NC=C2 methyl 2-(benzhydrylideneamino)-2-pyrido[3,4-d]pyridazin-1-yl-acetate